ClC1=C(C(=CC=C1Cl)OC)C1CN=C(CC1)OC 3-(2,3-dichloro-6-methoxyphenyl)-6-methoxy-2,3,4,5-tetrahydropyridine